methyl 2-((4-(4-((4-chloro-2-fluorobenzofuran-7-yl) methoxy)-5-fluoropyrimidin-2-yl) cyclohex-3-en-1-yl) methyl)-3-(2-methoxyethyl)-3H-imidazo[4,5-b]pyridine-5-carboxylate ClC1=CC=C(C2=C1C=C(O2)F)COC2=NC(=NC=C2F)C2=CCC(CC2)CC2=NC=1C(=NC(=CC1)C(=O)OC)N2CCOC